(E)-4-(Buta-1,3-dien-1-yl)-1,1'-biphenyl C(=C\C=C)/C1=CC=C(C=C1)C1=CC=CC=C1